6-[[tert-butyl-(dimethyl)silyl]oxymethyl]pyridin-3-amine C(C)(C)(C)[Si](OCC1=CC=C(C=N1)N)(C)C